[O-]S(=O)(=O)C(F)(F)F.FC([S+]1C2=C(C3=C1C=CC=C3)C=CC=C2)(F)F 5-(trifluoromethyl)-5H-dibenzo[b,d]thiophen-5-ium triflate